[N-](S(=O)(=O)C(F)(F)F)S(=O)(=O)C(F)(F)F.C(C)C([NH+](C)CC=C)CC diethyl-allyldimethyl-ammonium bis(trifluoromethane)sulfonimide